[As](O)(=O)(C)C.[As](OC)(OC)(O)=O dimethyl arsenate (cacodylate)